(5r,8r)-N-(2,4-dichloro-6-methylbenzyl)-8-hydroxy-5,6,7,8-tetrahydroquinoline-5-carboxamide ClC1=C(CNC(=O)[C@H]2C=3C=CC=NC3[C@@H](CC2)O)C(=CC(=C1)Cl)C